(2S,3S,4R,5R)-5-(6-(benzylamino)-2-(3,5-difluorophenyl)-9H-purin-9-yl)-3,4-dihydroxyl-N-methyltetrahydrofuran-2-carboxamide C(C1=CC=CC=C1)NC1=C2N=CN(C2=NC(=N1)C1=CC(=CC(=C1)F)F)[C@H]1[C@@H]([C@@H]([C@H](O1)C(=O)NC)O)O